OCCOC1=CC=CC=N1 6-(2-hydroxyethoxy)pyridine